1-((4-(4-fluoro-3-isopropyl-2-(8-methyl-[1,2,4]triazolo[1,5-a]pyridin-6-yl)-1H-pyrrolo[2,3-c]pyridin-5-yl)cyclohexyl)amino)-2-methylpropan-2-ol FC1=C2C(=CN=C1C1CCC(CC1)NCC(C)(O)C)NC(=C2C(C)C)C=2C=C(C=1N(C2)N=CN1)C